methyl 3-(9-((4-(aminomethyl)-2-phenethoxyphenyl)carbamoyl)-4,5-dihydrobenzo[b]thieno[2,3-d]oxepin-8-yl)-6-(propylcarbamoyl)picolinate NCC1=CC(=C(C=C1)NC(=O)C1=CC2=C(OCCC3=C2SC=C3)C=C1C=1C(=NC(=CC1)C(NCCC)=O)C(=O)OC)OCCC1=CC=CC=C1